ClC1=C(C=CC=C1)C(C1(CC1)C#N)O 1-((2-chlorophenyl)(hydroxy)methyl)cyclopropane-1-carbonitrile